BrC=1C=C(C=CC1)C1(COC1)[C@H](O)C1=NN=CN1C (S)-(3-(3-bromophenyl)oxetan-3-yl)(4-methyl-4H-1,2,4-triazol-3-yl)methanol